COC(C[N+]#[C-])(C)C 2-Methoxyisobutyl isocyanide